1-[3-(Benzyloxy)benzenesulfonyl]piperidin-4-amine C(C1=CC=CC=C1)OC=1C=C(C=CC1)S(=O)(=O)N1CCC(CC1)N